N-[7-isopropoxy-2-(4-piperidinyl)imidazo[1,2-a]pyridin-6-yl]-6-(trifluoromethyl)pyridine-2-carboxamide trifluoroacetate FC(C(=O)O)(F)F.C(C)(C)OC1=CC=2N(C=C1NC(=O)C1=NC(=CC=C1)C(F)(F)F)C=C(N2)C2CCNCC2